BrC=1SC2=C(N1)C(=CC1=C2OCC(O1)CO)C (2-bromo-4-methyl-7,8-dihydro-[1,4]dioxino[2',3':3,4]benzo[1,2-d]thiazol-7-yl)methanol